5-hydroxy-2-[2-(triisopropylsilyl)ethynyl]benzaldehyde OC=1C=CC(=C(C=O)C1)C#C[Si](C(C)C)(C(C)C)C(C)C